tert-butyl (4-(5-chloro-3-(ethylsulfonyl)-1-((1-isopropyl-1H-1,2,3-triazol-4-yl)methoxy)-7,9-dihydrofuro[3,4-f]quinazolin-6-yl)-3-cyano-7-fluorobenzo[b]thiophen-2-yl)carbamate ClC1=C(C2=C(C=3C(=NC(=NC13)S(=O)(=O)CC)OCC=1N=NN(C1)C(C)C)COC2)C2=CC=C(C=1SC(=C(C12)C#N)NC(OC(C)(C)C)=O)F